FC1=CC=C(CNC2=CC(=C(C=C2)N)C=2C=CC=C3C=CNC23)C=C1 N4-(4-fluorobenzyl)-2-(1H-indol-7-yl)benzene-1,4-diamine